2-(3,4-Epoxycyclohexyl)ethyltriethoxysilan C1(CC2C(CC1)O2)CC[Si](OCC)(OCC)OCC